N[C@H](C(=O)O)CCS(=O)(=N)CCC1(CCC1)NC(=O)N (2S)-2-amino-4-(2-(1-ureidocyclobutyl)ethylsulfonimidoyl)butanoic acid